CC1(CC1)NCC=CC(=O)N 4-((1-methylcyclopropyl)-amino)but-2-enamide